C(C)OC(NC1=C(C(=CC=C1)C1CC1)C#N)=O (2-Cyano-3-cyclopropylphenyl)carbamic acid ethyl ester